FC=1C(=C(C=NC1)[C@@H]1C2=C(NC(=C1C(=O)OC)C)COC2=O)[C@H](C)F methyl (S)-4-(5-fluoro-4-((S)-1-fluoroethyl) pyridin-3-yl)-2-methyl-5-oxo-1,4,5,7-tetrahydrofuro[3,4-b]pyridine-3-carboxylate